2-chloro-5-{2-acetamidoimidazo[1,2-b]pyridazin-6-yl}-N-{[2-fluoro-5-(trifluoromethoxy)phenyl]methyl}pyridine-3-carboxamide ClC1=NC=C(C=C1C(=O)NCC1=C(C=CC(=C1)OC(F)(F)F)F)C=1C=CC=2N(N1)C=C(N2)NC(C)=O